8-chloro-7-((5-chloropyrazin-2-yl)thio)-N,N-dimethylimidazo[1,2-a]pyridine-2-carboxamide ClC=1C=2N(C=CC1SC1=NC=C(N=C1)Cl)C=C(N2)C(=O)N(C)C